1-(3-cyclopenten-1-yl)ethanone C1(CC=CC1)C(C)=O